ClC=1C=C(C[C@@H](C(=O)NO)CCCCN(C)CC2=NC=C(C=C2)F)C=C(C1F)C (S)-2-(3-chloro-4-fluoro-5-methylbenzyl)-6-(((5-fluoropyridin-2-yl)methyl)(methyl)amino)-N-hydroxyhexanamide